BrC=1C(=NC(=CC1)C1OCCO1)C bromo-6-(1,3-dioxolan-2-yl)-2-methyl-pyridine